NC1=C(C=C(C=N1)NC(C(=O)N1[C@H](CC[C@@H](C1)C)C=1C=CC2=C(C=CS2)C1)=O)C N-(6-amino-5-methyl-3-pyridyl)-2-[(2R,5S)-2-(benzothiophen-5-yl)-5-methyl-1-piperidyl]-2-oxo-acetamide